FC=1C(=C(C(=CC1C(F)(F)F)OCOC)C1=CC2=C(N=N1)N(C=C2C)C2CC(C2)(O)C)C (1s,3s)-3-{3-[3-fluoro-6-(methoxymethoxy)-2-methyl-4-(trifluoromethyl)phenyl]-5-methyl-7H-pyrrolo[2,3-c]pyridazin-7-yl}-1-methylcyclobutanol